N-isopropyl-1H-triazole C(C)(C)N1N=NC=C1